N-(4-chloro-1H-indazol-5-yl)-5-(3-(oxazol-2-yl)phenyl)-1,3,4-oxadiazol-2-amine ClC1=C2C=NNC2=CC=C1NC=1OC(=NN1)C1=CC(=CC=C1)C=1OC=CN1